C(C)(C)(C)C1=CC(=C(C(=C1)C)C=1NC2=CC=CC=C2C(C1Cl)=O)OC1=C(C=C(C=C1)F)OC 2-[4-Tert-butyl-2-(4-fluoro-2-methoxy-phenoxy)-6-methyl-phenyl]-3-chloro-1H-quinolin-4-one